5-bromo-1-(5-(pyridin-2-yl)-2,3-dihydro-1H-indene-2-carbonyl)indoline-6-sulfonamide BrC=1C=C2CCN(C2=CC1S(=O)(=O)N)C(=O)C1CC2=CC=C(C=C2C1)C1=NC=CC=C1